N-{(1R)-1-[3-(difluoromethyl)-2-fluorophenyl]ethyl}-6-[(8aS)-hexahydropyrrolo[1,2-a]pyrazin-2(1H)-yl]-2-methylpyrido[3,4-d]pyrimidin-4-amine FC(C=1C(=C(C=CC1)[C@@H](C)NC=1C2=C(N=C(N1)C)C=NC(=C2)N2C[C@H]1N(CC2)CCC1)F)F